3-(2-chloro-3-(3,4-dihydro-2H-pyrido[3,2-b][1,4]oxazin-7-yl)phenyl)piperidine-2,6-dione ClC1=C(C=CC=C1C1=CC=2OCCNC2N=C1)C1C(NC(CC1)=O)=O